3-isopropyl-2-(2-methylpyridin-4-yl)-5-(6-(piperazin-1-yl)pyridin-3-yl)-1H-indole C(C)(C)C1=C(NC2=CC=C(C=C12)C=1C=NC(=CC1)N1CCNCC1)C1=CC(=NC=C1)C